C(C)(C)(C)C1=NC(=NO1)C(=O)NCC1=C(C=C(C=C1)C1=NC=NN2C1=CC(=C2)N2[C@H](CN(CC2)C)C)C (S)-5-(tert-butyl)-N-(4-(6-(2,4-dimethylpiperazin-1-yl)pyrrolo[2,1-f][1,2,4]triazin-4-yl)-2-methylbenzyl)-1,2,4-oxadiazole-3-carboxamide